N-(β-aminoethyl)-γ-aminopropyltrimethyl-dimethoxysilane sodium methoxybenzenesulfinate COC1=C(C=CC=C1)S(=O)[O-].[Na+].NCCNCCC[SiH](OC(C)(C)C)OC